FC=1C=C(C=CC1)[C@@H]1[C@H](NC(O1)=O)C=1C=NC=C(C1)C#CC=1C=NC=C(C1)F (4R,5R)-5-(3-fluorophenyl)-4-(5-((5-fluoro-3-pyridinyl)ethynyl)-3-pyridinyl)-1,3-oxazolidin-2-one